NC1=C(C(=O)OC)C=C(C(=C1)Br)C methyl 2-amino-4-bromo-5-methylbenzoate